C(CCC)(=O)NC1=NC=CC(=C1)CN1CCN(CC1)C1=CC=C(C(N1C)=O)C(=O)NC 6-(4-((2-butyramidopyridin-4-yl)methyl)piperazin-1-yl)-N,1-dimethyl-2-oxo-1,2-dihydropyridine-3-carboxamide